(1s,4r)-4-[[t-butoxycarbonyl]amino]-2-cyclopentene-1-carboxylic acid methyl ester COC(=O)[C@@H]1C=C[C@@H](C1)NC(=O)OC(C)(C)C